CC(C)=O 2-prop-anone